O=C1NC=C(C2=CC=C(C=C12)O[C@@H](C(=O)N1C[C@H](CCC1)C(=O)O)C)C1=C(C=CC=C1)C (S)-1-((R)-2-((1-oxo-4-(o-tolyl)-1,2-dihydroisoquinolin-7-yl)oxy)propanoyl)piperidine-3-carboxylic acid